1-(4-(4-(3-fluoropropyl)-1H-1,2,3-triazol-1-yl)phenyl)-3-(2-(trifluoromethyl)phenyl)urea FCCCC=1N=NN(C1)C1=CC=C(C=C1)NC(=O)NC1=C(C=CC=C1)C(F)(F)F